C(#N)C=1C=CC(=C2C=CC=NC12)N1C[C@]2(C[C@]2(C1)C(F)(F)F)C(=O)O (1R,5S)-3-(8-cyanoquinolin-5-yl)-5-(trifluoromethyl)-3-azabicyclo[3.1.0]hexane-1-carboxylic acid